FC=1C=C(C=CC1)S(=O)(=O)C(C)(C)C1CCN(CC1)C(=O)NC=1OC=NN1 4-(2-((3-fluorophenyl)sulfonyl)propan-2-yl)-N-(1,3,4-oxadiazol-2-yl)piperidine-1-carboxamide